sodium (E)-6,6'-(ethene-1,2-diyl)bis(3-((isobutoxycarbonyl)amino)benzenesulfonate) C(=C\C1=CC=C(C=C1S(=O)(=O)[O-])NC(=O)OCC(C)C)/C1=CC=C(C=C1S(=O)(=O)[O-])NC(=O)OCC(C)C.[Na+].[Na+]